FC1=C(C=CC(=C1)F)S(=O)(=O)NC=1C(=NC=C(C1)C=1C=C2C(=C(C=NC2=CC1)F)N1CCN(CC1)C(\C=C\C(C)=O)=O)OC (E)-2,4-difluoro-N-(5-(3-fluoro-4-(4-(4-oxopent-2-enoyl)piperazin-1-yl)quinolin-6-yl)-2-methoxypyridin-3-yl)benzenesulfonamide